S1C2=C(C=C1)C(=CC=C2)C=O BENZO[B]THIOPHENE-4-CARBALDEHYDE